FC(C1=CC=C(C=N1)CO)F (6-(difluoromethyl)pyridin-3-yl)methanol